N-(4-(2-propylhydrazine-1-carbonyl)benzyl)-7-(3-(pyridin-3-yl)acrylamido)heptanamide C(CC)NNC(=O)C1=CC=C(CNC(CCCCCCNC(C=CC=2C=NC=CC2)=O)=O)C=C1